C1N([C@@H](CC12CCN(CC2)C(=O)OC(C)(C)C)C(=O)OCC)C(=O)OCC2=CC=CC=C2 2-benzyl 8-(tert-butyl) 3-ethyl (S)-2,8-diazaspiro[4.5]decane-2,3,8-tricarboxylate